NC=1N=CC2=C(C(=CC=C2C1)C1=C(C(=NC=C1)C1=C(C(=NC=C1Cl)OC)S(=O)(=O)N)F)F [4-(3-amino-8-fluoroisoquinolin-7-yl)-3-fluoropyridin-2-yl]-5-chloro-2-methoxypyridine-3-sulfonamide